(3,4,5-tri(methoxy-d3)phenyl)methanol C(OC=1C=C(C=C(C1OC([2H])([2H])[2H])OC([2H])([2H])[2H])CO)([2H])([2H])[2H]